CC1CC(C1)(C1=NN=CN1C)C1=CC(=NC(=C1)OCC(F)(F)F)N1C(C2=CC(=CC(=C2C1)C(F)(F)F)CN1C[C@H](CCC1)C)=O (S)-2-(4-(3-methyl-1-(4-methyl-4H-1,2,4-triazol-3-yl)cyclobutyl)-6-(2,2,2-trifluoroethoxy)pyridin-2-yl)-6-((3-methylpiperidin-1-yl)methyl)-4-(trifluoromethyl)isoindolin-1-one